(S)-2,7-Dichloro-8-fluoro-5-((6-(methoxyimino)azepan-2-yl)methoxy)pyrido[4,3-d]pyrimidin-4(3H)-one ClC=1NC(C2=C(N1)C(=C(N=C2OC[C@H]2NCC(CCC2)=NOC)Cl)F)=O